((S)-1-(4-(4-methylthiazol-5-yl)phenyl)ethyl)pyrrolidine-2-carboxamide hydrochloride Cl.CC=1N=CSC1C1=CC=C(C=C1)[C@H](C)N1C(CCC1)C(=O)N